zirconium 1,4-dicarboxybenzene C(=O)(O)C1=CC=C(C=C1)C(=O)O.[Zr]